C[Si](CCC(=O)C=1C=C2C(=CC=NC2=CC1)C(=O)OC)(C)C methyl 6-(3-(trimethylsilyl)propanoyl)quinoline-4-carboxylate